3-(hydroxymethyl)azetidin-2-one OCC1C(NC1)=O